5-bromo-2-(1-(4-(5-cyclopropylpyridin-3-yl)-1H-1,2,3-triazol-1-yl)ethyl)pyridine BrC=1C=CC(=NC1)C(C)N1N=NC(=C1)C=1C=NC=C(C1)C1CC1